C(C)(C)(C)OC(=O)NCCCC[C@H](NC(CCOCCOCCOCCOCCOCCOCCOCCOC)=O)C(=O)O (28S)-28-{4-[(tert-butoxycarbonyl)amino]butyl}-26-oxo-2,5,8,11,14,17,20,23-octaoxa-27-azanonacosane-29-oic acid